tert-Butyl (R)-5-((1R,4R)-2-oxa-5-azabicyclo[2.2.1]heptan-5-yl)-3-((methyl((S)-5,6,7,8-tetrahydroquinolin-8-yl)amino)methyl)-3,4-dihydroisoquinoline-2(1H)-carboxylate [C@H]12OC[C@H](N(C1)C1=C3C[C@@H](N(CC3=CC=C1)C(=O)OC(C)(C)C)CN([C@H]1CCCC=3C=CC=NC13)C)C2